C(CCC)[C@H]1N(S(C2=C(N(C1)CCC(C)(C)C)C=C(C(=C2)O\C=C(\C(=O)OCC)/F)SC)(=O)=O)C Ethyl (R,Z)-3-((3-butyl-5-(3,3-dimethylbutyl)-2-methyl-7-(methylthio)-1,1-dioxido-2,3,4,5-tetrahydrobenzo[f][1,2,5]thiadiazepin-8-yl)oxy)-2-fluoroacrylate